C(#N)[C@H]1N(CSC1)C(CNC(=O)C1=CC=NC2=CC=C(C=C12)N1C[C@@H](OCC1)CS(=O)(=O)C)=O N-(2-((R)-4-Cyanothiazolidin-3-yl)-2-oxoethyl)-6-((R)-2-((methylsulfonyl)-methyl)morpholino)quinoline-4-carboxamide